1-{1-[4-chloro-4'-(4-isobutylpiperazin-1-yl) [biphenyl]-2-yl] piperidin-3-yl}-5-(difluoromethyl)-1H-pyrazole-4-carboxylate hemihydrate O.ClC1=CC(=C(C=C1)C1=CC=C(C=C1)N1CCN(CC1)CC(C)C)N1CC(CCC1)N1N=CC(=C1C(F)F)C(=O)O.ClC1=CC(=C(C=C1)C1=CC=C(C=C1)N1CCN(CC1)CC(C)C)N1CC(CCC1)N1N=CC(=C1C(F)F)C(=O)O